OC1(CCOCC1)C#CC=1C2=C(C(N(C1)C)=O)NC(=C2C(=O)OCC)C ethyl 4-[2-(4-hydroxytetrahydropyran-4-yl)ethynyl]-2,6-dimethyl-7-oxo-1H-pyrrolo[2,3-c]pyridine-3-carboxylate